C(C)(C)(C)OC(=O)N1C(CNCC1)C1=NC=C(C=N1)OC1=NC(=CC(=C1)CNC)C1=CC(=CC(=C1)Cl)Cl (5-((6-(3,5-dichlorophenyl)-4-((methylamino)methyl)pyridin-2-yl)oxy)pyrimidin-2-yl)piperazine-1-carboxylic acid tert-butyl ester